CC1=NC(=CC(=N1)OCCNC(=O)[C@H]1N(CCOC1)C(=O)OC(C)(C)C)NC=1SC(=CN1)C1=CC=CC=C1 tert-butyl (3S)-3-[2-[2-methyl-6-[(5-phenylthiazol-2-yl)amino]pyrimidin-4-yl]oxyethylcarbamoyl]morpholine-4-carboxylate